[Si](C1=CC=CC=C1)(C1=CC=CC=C1)(C(C)(C)C)OC1=C(C(=CC=C1)F)C=1C=C2C(=NN=C(C2=CC1Cl)N1CCN(CC1)C(=O)OC(C)(C)C)NC1=CC=CC=C1 tert-butyl 4-(6-(2-((tert-butyldiphenylsilyl)oxy)-6-fluorophenyl)-7-chloro-4-(phenylamino)phthalazin-1-yl)piperazine-1-carboxylate